N-(2-hydroxyethyl)-N'-(2-(2-hydroxyethylamino)-ethyl)piperazine OCCN1CCN(CC1)CCNCCO